2,6-dichloro-4-thiocyanatoaniline ClC1=C(N)C(=CC(=C1)SC#N)Cl